NC=1OC2=C(C=NC=C2[C@@H]2C[C@H](OCC2)C(=O)N2[C@H](C3=C(C=C(C=C3CC2)C(F)(F)F)Cl)C)N1 |o1:9,11| ((2S*,4S*)-4-(2-aminooxazolo[4,5-c]pyridin-7-yl)tetrahydro-2H-pyran-2-yl)((S)-8-chloro-1-methyl-6-(trifluoromethyl)-3,4-dihydroisoquinolin-2(1H)-yl)methanone